FC1=C(OCCCCCCC(=O)N2CCN(CC2)C=2C=C3C(N(C(C3=CC2F)=O)C2C(NC(CC2)=O)=O)=O)C(=CC=C1F)C=1N=C(SC1)N1CCOCC1 5-(4-(7-(2,3-difluoro-6-(2-morpholinothiazol-4-yl)phenoxy)heptanoyl)piperazin-1-yl)-2-(2,6-dioxopiperidin-3-yl)-6-fluoroisoindoline-1,3-dione